Cl.C(C)OC(CCCN[C@H](C(=O)OC)CC)=O (S)-4-[(1-methoxy-1-oxobutan-2-yl)amino]butyric acid ethyl ester hydrochloride